N-[3-(trifluoromethyl)phenyl]-4,5,6,7-tetrahydrothieno[2,3-c]pyridine-3-carboxamide hydrochloride Cl.FC(C=1C=C(C=CC1)NC(=O)C1=CSC=2CNCCC21)(F)F